COC(=O)C1=CC=NC2=CC=C(C=C12)N1C[C@H](CC1)OC.CO[C@@H]1CN(CC1)C=1C=C2C(=CC=NC2=CC1)C(=O)O (S)-6-(3-Methoxypyrrolidin-1-yl)quinoline-4-carboxylic acid Methyl-(S)-6-(3-methoxypyrrolidin-1-yl)quinoline-4-carboxylate